N-[2-hydroxy-1-(oxazolidin-4-yl)ethyl]-2-methyl-5-[(pyridin-2-yl)methoxy]pyrazolo[1,5-a]pyridine-3-carboxamide OCC(C1NCOC1)NC(=O)C=1C(=NN2C1C=C(C=C2)OCC2=NC=CC=C2)C